C(C(C)C)C=1C=C2C=CN=C(C2=CC1)C1=C(C2=CC=CC=C2C=C1)C(=O)OCC ethyl 2-(6-isobutylisoquinolin-1-yl)-1-naphthoate